3-((7-chloro-1-methyl-2-((1-methyl-2-oxo-5-(trifluoromethyl)-1,2-dihydropyridin-3-yl)amino)-1H-imidazo[4,5-b]pyridin-6-yl)oxy)-5-methylpyrazolo[1,5-a]pyrazin-4(5H)-one ClC1=C2C(=NC=C1OC=1C=NN3C1C(N(C=C3)C)=O)N=C(N2C)NC=2C(N(C=C(C2)C(F)(F)F)C)=O